C(#N)C=1C=C(CN(C(=O)N([C@H]2CNCCC2)C=2N=CC=C3C2N(C=C3)C)C)C=CC1 (R)-1-(3-cyanobenzyl)-1-methyl-3-(1-methyl-1H-pyrrolo[2,3-c]pyridin-7-yl)-3-(piperidin-3-yl)urea